4-methylbenzylamino-9-β-D-arabinofuranosylpurine CC1=CC=C(CNC2=NC=C3N=CN(C3=N2)[C@H]2[C@@H](O)[C@H](O)[C@H](O2)CO)C=C1